BrC=1SC(=C(N1)C(=O)OC)C(Br)Br Methyl 2-bromo-5-(dibromomethyl)thiazole-4-carboxylate